3-methoxypiperidin COC1CNCCC1